5-amino-4-(5-(6-amino-4,5-dimethylpyridin-2-yl)-3-methyl-1-oxoisoindolin-2-yl)-5-oxopentanoic acid tert-butyl ester C(C)(C)(C)OC(CCC(C(=O)N)N1C(C2=CC=C(C=C2C1C)C1=NC(=C(C(=C1)C)C)N)=O)=O